BrC=1C(=NC(=NC1)C)NC1=C(C(=CC(=C1C)OC)Cl)C 5-bromo-N-(3-chloro-5-methoxy-2,6-dimethylphenyl)-2-methylpyrimidin-4-amine